FC=1C=C(C=CC1)N1CC(C1)C1=CC(=C(CN2CCC(CC2)C(=O)OC)C(=C1)C)C methyl 1-(4-(1-(3-fluorophenyl)azetidin-3-yl)-2,6-dimethyl-benzyl)piperidine-4-carboxylate